CSC=1C=NC(=NC1)N[C@@H]1C[C@H](CC1)NC1=NC=C(C=N1)N1C(C=CC=C1)=O 1-(2-(((1S,3S)-3-((5-(methylthio)pyrimidin-2-yl)amino)cyclopentyl)amino)pyrimidin-5-yl)pyridin-2(1H)-one